COCCCCOS(=O)(=O)[O-] 2-(2-methoxyethyl)ethylsulfate